C(C=1C(C(=O)[O-])=CC(C(=O)[O-])=CC1)(=O)[O-].[Rb+].ClC1=C(C=C(C=C1)F)C1NC(C2=C3C(=CC(=C12)C1=C(C(=O)N)C=C(C=C1C(F)(F)F)F)CN(C(O3)=O)CC(F)F)=O.[Rb+].[Rb+] [7-(2-chloro-5-fluorophenyl)-3-(2,2-difluoroethyl)-2,9-dioxo-2,3,4,7,8,9-hexahydro[1,3]oxazino[6,5-e]isoindol-6-yl]-5-fluoro-3-(trifluoromethyl)benzamide rubidium trimellitate